3-[({5-[5-(trifluoromethyl)-1,2,4-oxadiazol-3-yl]pyridin-2-yl}methyl)amino]-3,4-dihydroquinolin-2(1H)-one FC(C1=NC(=NO1)C=1C=CC(=NC1)CNC1C(NC2=CC=CC=C2C1)=O)(F)F